C(CCCCCCCCCCCC)OC(CCSCCC(=O)OCCCCCCCCCCCCC)=O ditridecylthiodipropionate